C(C)(=O)N1N=C(CC1C=1C=C2C=CN(C2=CC1)C)C=1C(NC2=CC=C(C=C2C1C1=CC=CC=C1)Cl)=O 3-[2-acetyl-3-(1-methylindol-5-yl)-3,4-dihydropyrazol-5-yl]-6-chloro-4-phenyl-1H-quinolin-2-one